4-(tert-butylamino)cyclohexanone C(C)(C)(C)NC1CCC(CC1)=O